ClC=1C=C(C=CC1)NC(=O)NCC1=CC(=NC=C1)CC(F)(F)F 1-(3-chlorophenyl)-3-[[2-(2,2,2-trifluoro-ethyl)pyridin-4-yl]methyl]urea